1-(3-((4-(4-((1S,2R)-6-hydroxy-2-phenyl-1,2,3,4-tetrahydronaphthalen-1-yl)phenyl)piperazin-1-yl)methyl)phenyl)dihydropyrimidine-2,4(1H,3H)-dione OC=1C=C2CC[C@H]([C@H](C2=CC1)C1=CC=C(C=C1)N1CCN(CC1)CC=1C=C(C=CC1)N1C(NC(CC1)=O)=O)C1=CC=CC=C1